5-methyl-6-(2-(2-(trifluoromethyl)pyridin-4-yl)-2,8-diazaspiro[4.5]decan-8-yl)-1,5-dihydro-4H-pyrazolo[3,4-d]pyrimidin-4-one CN1C(=NC2=C(C1=O)C=NN2)N2CCC1(CCN(C1)C1=CC(=NC=C1)C(F)(F)F)CC2